BrC1=C(C=C(C=C1OCC1=CC=CC=C1)OCC1=CC=CC=C1)C(\C=C\C1=CC(=C(C=C1)OCC1=CC=CC=C1)OC)=O 1-(2-bromo-3,5-diphenylmethoxyphenyl)-3-(3-methoxy-4-benzyloxyphenyl)-(2E)-2-propen-1-one